O1COCC1 [1,3]Dioxolan